6-((2-methoxy-5-(trifluoromethyl)benzyl)oxy)pyridin COC1=C(COC2=CC=CC=N2)C=C(C=C1)C(F)(F)F